COC1=CC=C(CN2CCN(CC2)C=2C=NN3C2C=CC(=C3)C=3C=NN(C3)C)C=C1 3-[4-(4-Methoxybenzyl)piperazin-1-yl]-6-(1-methyl-1H-pyrazol-4-yl)pyrazolo[1,5-a]pyridine